N-((S)-3-amino-5-methyl-2-oxohexyl)-N-(((S)-2-oxopyrrolidin-3-yl)methyl)acrylamide trifluoroacetic acid salt FC(C(=O)O)(F)F.N[C@H](C(CN(C(C=C)=O)C[C@H]1C(NCC1)=O)=O)CC(C)C